BrC1=CC(=C(C(=C1)I)O)F 4-bromo-2-fluoro-6-iodophenol